Tetraethoxy-silan C(C)O[Si](OCC)(OCC)OCC